NC1(C(=NN(C1=O)C1=CC=C(C=C1)OC(F)F)C)C 4-amino-1-(4-(difluoromethoxy)phenyl)-3,4-dimethyl-1H-pyrazol-5(4H)-one